1-[2-[(4-methoxyphenyl)methyl]pyrazol-3-yl]-6-[(3R)-3-methylmorpholin-4-yl]-4-[2-(trifluoromethyl)phenyl]-2H-pyrazolo[3,4-b]pyridin-3-one COC1=CC=C(C=C1)CN1N=CC=C1N1NC(C=2C1=NC(=CC2C2=C(C=CC=C2)C(F)(F)F)N2[C@@H](COCC2)C)=O